bis(dicyclohexyl-phosphino)ethane C1(CCCCC1)P(C1CCCCC1)C(C)P(C1CCCCC1)C1CCCCC1